2-[2-(3,4-Difluoro-2-methyl-phenoxy)-4-methyl-5-(trifluoromethyl)-3-pyridinyl]-5-imidazol-1-yl-1H-1,6-naphthyridin-4-one FC=1C(=C(OC2=NC=C(C(=C2C=2NC3=CC=NC(=C3C(C2)=O)N2C=NC=C2)C)C(F)(F)F)C=CC1F)C